naphthalenedicarboxamide C1=CC=C2C(=C1)C=CC(=C2C(=O)N)C(=O)N